N(=[N+]=[N-])CCOCCOCCN=[N+]=[N-] 1,8-diazido-3,6-dioxaoctane